CC(=CCOC1=CC=CC(=C1)OC(F)(F)F)C (3-methylbut-2-en-1-yl)oxy-5-(trifluoromethoxy)benzene